C(#C)C1=CC(=NC=2N=C(N=CC21)NC2=CC=C(C=C2)S(=O)(=O)C)N2C(N(CC21CCCC1)C)=O 1-{5-Ethynyl-2-[(4-methanesulfonylphenyl)amino]pyrido[2,3-d]pyrimidin-7-yl}-3-methyl-1,3-diazaspiro[4.4]nonan-2-one